FC=1C=C(C=CC1F)[C@H]1N(C[C@@H](CC1)C)C(C(=O)NC=1C=C(C=NC1)C(=O)N)=O 5-[[2-[(2S,5R)-2-(3,4-difluorophenyl)-5-methyl-1-piperidyl]-2-oxo-acetyl]amino]pyridine-3-carboxamide